CS(=O)(=O)N1CC2(CCNCC2)C2=CC=CC=C12 1-methylsulfonylspiro[2H-indole-3,4'-piperidine]